COCN1C(=NC(=C1)C(F)(F)F)C1=CC=C(C#N)C=C1 4-(1-(methoxymethyl)-4-(trifluoromethyl)-1H-imidazol-2-yl)benzonitrile